CC(CC1=CC=C2C(=CNC(C2=C1)=O)C1=C(C=CC=C1)C)C(N1CCCCC1)=O 7-(2-methyl-3-oxo-3-(piperidin-1-yl)propyl)-4-(o-tolyl)isoquinolin-1(2H)-one